3,7-dimethyl-1,3,5,7-tetraazaBicyclo[3.3.1]nonane CN1CN2CN(CN(C1)C2)C